CP(=O)(C)C=1C=C(C=C(C1)F)CO [3-(dimethylphosphoryl)-5-fluorophenyl]methanol